C(#N)C=1C=C(C=CC1)C=1N(C(=C(N1)C)C(=O)NCCC)OC 2-(3-cyanophenyl)-1-methoxy-4-methyl-N-propyl-1H-imidazole-5-carboxamide